CC1=NC=C(C=C1NC(=O)C=1N=NN2C1C=CC(=C2)C=2C=NC=CC2)NC(CN2[C@H](CCC2)C)=O N-[2-methyl-5-[[2-[(2S)-2-methylpyrrolidin-1-yl]acetyl]amino]-3-pyridyl]-6-(3-pyridyl)triazolo[1,5-a]pyridine-3-carboxamide